6-((2-methoxyphenyl)amino)pyrimidine COC1=C(C=CC=C1)NC1=CC=NC=N1